C(#N)[C@H]1CNC[C@@H]1C1=CC=CC=C1 (3R,4S)-3-cyano-4-phenylpyrrolidine